CN1CC(C1)(C)[C@@](C=1C=C(C=NC1)C1=NOC(=N1)C1CCN(CC1)C(C([2H])([2H])[2H])=O)(C1=CC=C(C=C1)C(C)C)O (R)-1-(4-(3-(5-((1,3-dimethylazetidin-3-yl)(hydroxy)(4-isopropylphenyl)methyl)pyridin-3-yl)-1,2,4-oxadiazol-5-yl)piperidin-1-yl)ethan-1-one-2,2,2-d3